(E)-cyclopropylthiophene-2,5-dicarboxamide C1(CC1)C1=C(SC(=C1)C(=O)N)C(=O)N